CCC1(CO1)CCOC=1C=CC(=NC1)N 5-(2-(epoxybutan-3-yl)ethoxy)pyridin-2-amine